sodium ascorbate acetate C(C)(=O)[O-].O=C1C(O)=C(O)[C@H](O1)[C@@H](O)CO.[Na+]